CCOC(=O)C1CNC(NC1Cl)SC The molecule is a pyrimidinecarboxylate ester that is the ethyl ester of 4-chloro-2-(methylsulfanyl)hexahydropyrimidine-5-carboxylic acid. It is an amino acid ester, an aliphatic sulfide, an aminal and a pyrimidinecarboxylate ester.